C(C)(C)(C)OC(=O)NCCOCCOC1=C(C=CC(=C1)F)C1=C2C(=C(N=N1)C=1C=C3CCN(CC3=CC1)C(=O)OCC1=CC=CC=C1)SC=C2C benzyl 6-[4-[2-[2-[2-(tert-butoxycarbonylamino)ethoxy]ethoxy]-4-fluoro-phenyl]-3-methyl-thieno[2,3-d]pyridazin-7-yl]-3,4-dihydro-1H-isoquinoline-2-carboxylate